NC1=C(C=C(C=N1)C1=NN2C(=C1)[C@@]1(CN(CC1)C(=O)N[C@H](C)C1=C(C=C(C=C1)C#N)Cl)OCC2)C(F)(F)F |&1:12| (rac)-2-[6-amino-5-(trifluoromethyl)pyridin-3-yl]-N-[(1R)-1-(2-chloro-4-cyanophenyl)ethyl]-6,7-dihydrospiro[pyrazolo[5,1-c][1,4]oxazine-4,3'-pyrrolidine]-1'-carboxamide